[2]benzoxepino[3,4-f]-1,3-benzodioxol-11(6H)-one O1COC2=C1C=C1C(=C2)OCC2=C(C1=O)C=CC=C2